C1(CCCCC1)C(C)(CCC(C)C)O 2-Cyclohexyl-5-methyl-hexan-2-ol